4-(isoquinolin-7-yl)isoindolin-1-one C1=NC=CC2=CC=C(C=C12)C1=C2CNC(C2=CC=C1)=O